C(C)OC(=O)NC(N1CCOCC1)=NC1=NN(C=C1C(=O)OC)C=1C=NC(=CC1C)C(F)(F)F methyl 3-((((ethoxycarbonyl) amino) (morpholino) methylene) amino)-1-(4-methyl-6-(trifluoromethyl) pyridin-3-yl)-1H-pyrazole-4-carboxylate